ammonia nitrogen nitrogen [N].[N].N